FC1=CC=C(C=C1)C1=CC2(C1)CNCC2 2-(4-fluorophenyl)-6-azaspiro[3.4]oct-1-ene